N1N=NC(=C1)CN1C(NC2(C1)CCC(CC2)(C2=CC=CC=C2)N(C)C)=O 3-((1H-1,2,3-triazol-4-yl)methyl)-8-(dimethylamino)-8-phenyl-1,3-diazaspiro[4.5]decan-2-one